ClC=1C=CC(=C(C1)C1=CC(=C(N=N1)OCC(=O)OC)NC1=CC(=NC=C1)NC(CCN1CCN(CC1)C)=O)F methyl 2-{[6-(5-chloro-2-fluorophenyl)-4-({2-[3-(4-methylpiperazin-1-yl)propan-amido]pyridin-4-yl}amino)-pyridazin-3-yl]oxy}acetate